C(C1=CC=CC=C1)OCCCNC1=C(C(=CC=C1)C)[N+](=O)[O-] N-[3-(benzyloxy)propyl]-3-methyl-2-nitroaniline